IC1=CC=C(N=N1)NC(CC1=CC(=CC=C1)OC(F)(F)F)=O N-(6-iodopyridazin-3-yl)-2-(3-(trifluoromethoxy)phenyl)acetamide